2-chloro-N-(1-cyanocyclopropyl)-5-[1-[4-(1,1,1,2,3,3,3-heptafluoropropan-2-yl)-2-methyl-6-(trifluoromethyl)phenyl]-1H-pyrazol-4-yl]benzamide ClC1=C(C(=O)NC2(CC2)C#N)C=C(C=C1)C=1C=NN(C1)C1=C(C=C(C=C1C(F)(F)F)C(C(F)(F)F)(C(F)(F)F)F)C